C(C)C1(CCC2=CC=C(C=C12)C=O)C 3-ethyl-3-methyl-2,3-dihydro-1H-indene-5-carboxaldehyde